rel-(1s,3s)-3-aminocyclobutane-1-ol hydrochloride Cl.NC1CC(C1)O